rac-dimethyl (1R,2S,3S)-4'-bromo-2-fluoro-1,2,3,4-tetrahydro-[1,1'-biphenyl]-2,3-dicarboxylate BrC1=CC=C(C=C1)[C@@H]1[C@]([C@@H](CC=C1)C(=O)OC)(C(=O)OC)F |r|